C(C)OC(C(C(=O)OCC)CC1OC1)=O (oxiran-2-ylmethyl)malonic acid diethyl ester